3-(bromomethyl)-8-chloro-4-methyl-pyrimido[4',5':4,5]Thieno[2,3-c]Pyridazine BrCC1=C(C2=C(N=N1)SC1=C2N=CN=C1Cl)C